Cl.CN1N=C2C(=CC(=CC2=C1)C1=CC(=C2C=C(N=NC2=C1)C1CCNCC1)F)C 7-(2,7-Dimethyl-2H-indazol-5-yl)-5-fluoro-3-(piperidin-4-yl)cinnoline hydrochloride